3-(3-((2-Ethyl-2,3-dihydrobenzo[f][1,4]oxazepin-4(5H)-yl)methyl)-4-methylphenyl)-3-(1-ethyl-4-methyl-1H-benzo[d][1,2,3]triazol-5-yl)propanoic acid, formic acid salt C(=O)O.C(C)C1OC2=C(CN(C1)CC=1C=C(C=CC1C)C(CC(=O)O)C1=C(C3=C(N(N=N3)CC)C=C1)C)C=CC=C2